O[C@@]1(C(N(CC1)C)=O)C1=CC(=NO1)C=1C=C(C=CC1)C1=CC=C(O1)C(=O)N (R)-5-(3-(5-(3-hydroxy-1-methyl-2-oxopyrrolidin-3-yl)isoxazol-3-yl)phenyl)furan-2-carboxamide